Cl.C12N(CCNC2CC1)C=1C(C=2C(=NC(=C(N2)OC)C)N(C1CC)CC(=O)NC1=C(C=C(C=C1)C(F)(F)F)Cl)=O rac-2-(7-(2,5-diazabicyclo[4.2.0]octan-2-yl)-6-ethyl-2-methoxy-3-methyl-8-oxopyrido[2,3-b]pyrazin-5(8H)-yl)-N-(2-chloro-4-(trifluoromethyl)phenyl)acetamide hydrochloride